FC=1C=C(C=C(C1)C(F)(F)F)CC(=O)OC methyl 2-(3-fluoro-5-(trifluoromethyl)phenyl)acetate